2-(1-((5,7-dioxaspiro[2.5]octan-6-yl)methyl)-1H-1,2,3-triazol-4-yl)-5-bromo-N,N-dimethylaniline C1CC12COC(OC2)CN2N=NC(=C2)C2=C(N(C)C)C=C(C=C2)Br